COC(CC=1C=C2N=CC=NC2=CC1)=O 2-(Quinoxalin-6-yl)acetic acid methyl ester